N,N-diethylpiperidine-3-carboxamide CCN(CC)C(=O)C1CCCNC1